tetrachlorophenolate ClC=1C(=C(C(=C(C1)[O-])Cl)Cl)Cl